2-(1-acryloylazetidin-3-yl)-4-aminoisoindoline-1,3-dione C(C=C)(=O)N1CC(C1)N1C(C2=CC=CC(=C2C1=O)N)=O